NC1=CC=C(C=N1)N1C(CC(CC1)O)C 1-(6-aminopyridin-3-yl)-2-methylpiperidin-4-ol